methyl 1-(2,6-dimethyl-4-(1-(naphthalen-1-yl)azetidin-3-yl)benzyl)-piperidine-4-carboxylate CC1=C(CN2CCC(CC2)C(=O)OC)C(=CC(=C1)C1CN(C1)C1=CC=CC2=CC=CC=C12)C